3-[(tert-butoxycarbonyl)amino]-4-methoxy-4-oxobutanoic acid C(C)(C)(C)OC(=O)NC(CC(=O)O)C(=O)OC